NC1CC(N(C1)C1=CC=C(C=C1)S(=O)(=O)N1CCN(CC1)C1=NC(=NC(=C1)C(C1=CC=CC=C1)(F)F)OC)=O 4-amino-1-[4-[4-[6-[difluoro(phenyl)methyl]-2-methoxy-pyrimidin-4-yl]piperazin-1-yl]sulfonylphenyl]pyrrolidin-2-one